5-hydroxy-3-(morpholin-4-ylmethyl)-3,4-dihydroisoquinoline-2(1H)-carboxylic acid tert-butyl ester C(C)(C)(C)OC(=O)N1CC2=CC=CC(=C2CC1CN1CCOCC1)O